CN1C2C(CC1)CCC2OC=2C=C1CN(C(C1=CC2)=O)C2C(NC(CC2)=O)=O 3-(5-((1-methyloctahydrocyclopenta[b]pyrrol-6-yl)oxy)-1-oxoisoindolin-2-yl)piperidine-2,6-dione